BrC1=C(C=O)C(=CC(=C1F)F)F 2-bromo-3,4,6-trifluorobenzaldehyde